O1C(=CC=C1)CCCC=O 2-FURANBUTANAL